4-[3-[2,6-dichloro-4-(7-oxa-2-azaspiro[3.5]nonan-2-yl)benzoyl]-2,4-dihydro-1,3-benzoxazine-8-yl]-5-fluoro-2-(3-oxa-8-azabicyclo[3.2.1]octan-8-yl)benzoic acid ClC1=C(C(=O)N2COC3=C(C2)C=CC=C3C3=CC(=C(C(=O)O)C=C3F)N3C2COCC3CC2)C(=CC(=C1)N1CC2(C1)CCOCC2)Cl